N1=C(N=CC=C1)CNC(=O)C=1C=CC=C2C=CN=CC12 N-(pyrimidin-2-ylmethyl)isoquinoline-8-carboxamide